S(N)(=O)(=O)C1=CC=2C3C(C(NC2C=C1)C1=CC=C(C=C1)NC(OC1C2CC4CC(CC1C4)C2)=O)CC=C3 adamantan-2-yl (4-(8-sulfamoyl-3a,4,5,9b-tetrahydro-3H-cyclopenta[c]quinolin-4-yl)phenyl)carbamate